(R)-5-(5-(1-(3,5-Dichloropyridin-4-yl)ethoxy)-6-fluoro-1H-indazol-3-yl)-2-(6,6-dioxido-6-thia-2-azaspiro[3.5]nonan-2-yl)nicotinonitrile ClC=1C=NC=C(C1[C@@H](C)OC=1C=C2C(=NNC2=CC1F)C=1C=NC(=C(C#N)C1)N1CC2(C1)CS(CCC2)(=O)=O)Cl